C(C=CCC)(=O)[O-] pentenate